BrC1=NC(=CC2=C(C=CC=C12)Br)Br 1,3,5-tribromoisoquinoline